N1(N=NC=C1)CCNC1=CC=C(C=N1)C#CC1=CC=C(C=C1)C1=CC(=NO1)CN1C(=NC=C1)[C@H](C)O (S)-1-(1-((5-(4-((6-((2-(1H-1,2,3-triazol-1-yl)ethyl)amino)pyridin-3-yl)ethynyl)phenyl)isoxazol-3-yl)methyl)-1H-imidazol-2-yl)ethan-1-ol